(2R)-2-amino-2-(3-(trifluoromethyl)phenyl)acetic acid N[C@@H](C(=O)O)C1=CC(=CC=C1)C(F)(F)F